CO[Si]1(NCCC1)OC 2,2-dimethoxyaza-2-silacyclopentane